(6S)-N-{7-methoxy-6-[3-(pyrrolidin-1-yl)propoxy]-1H,2H,3H-cyclopenta[b]quinolin-9-yl}-1,4-oxazepan-6-amine COC1=CC=2C(=C3C(=NC2C=C1OCCCN1CCCC1)CCC3)N[C@H]3CNCCOC3